(S)-N-((1R)-5-fluoro-1-(2-oxo-2-(2,4,6-trioxo-1-(tetrahydro-2H-pyran-4-yl)hexahydropyrimidin-5-yl)ethyl)-2,3-dihydro-1H-inden-1-yl)-2-methylpropan-2-sulfinamide FC=1C=C2CC[C@](C2=CC1)(CC(C1C(NC(N(C1=O)C1CCOCC1)=O)=O)=O)N[S@@](=O)C(C)(C)C